2-bromo-1-[4-(2-bromoethyl)phenyl]-2-methylpropan-1-one platinum (0) [Pt].BrC(C(=O)C1=CC=C(C=C1)CCBr)(C)C